C1(=CC=CC=C1)C1=NN=C(O1)N 5-phenyl-1,3,4-oxadiazol-2-amine